BrC=1C(=CC2=C(N(C[C@H](N(S2(=O)=O)C)CCC(C)(F)F)C2=CC=C(C=C2)F)C1)OC (R)-7-bromo-3-(3,3-difluorobutyl)-5-(4-fluorophenyl)-8-methoxy-2-methyl-2,3,4,5-tetrahydrobenzo[f][1,2,5]thiadiazepine 1,1-dioxide